C(CCC)N(CCCC)CCC[Si](OCC)(OCC)OCC γ-(N,N-dibutyl)aminopropyltriethoxysilane